4-(hydroxymethyl)phenyl icosanoate C(CCCCCCCCCCCCCCCCCCC)(=O)OC1=CC=C(C=C1)CO